CN(CCCN1C=2C=CC(=CC2C=2C1=NC=1CCCCC1C2N)OC)C 6-(3-(dimethylamino)propyl)-9-methoxy-2,3,4,6-tetrahydro-1H-indolo[2,3-b]quinolin-11-amine